(4-ethoxyphenyl)carboxamide-13C C(C)OC1=CC=C(C=C1)[13C](=O)N